N-[2-(4,6-dimethylpyridin-2-yl)-3-{[(CIS)-4-phenylcyclohexyl]oxy}propyl]methanesulfonamide CC1=CC(=NC(=C1)C)C(CNS(=O)(=O)C)CO[C@@H]1CC[C@@H](CC1)C1=CC=CC=C1